Bromobenzamide C1=CC=C(C(=C1)C(=O)N)Br